NCC1=CC=C(C=C1)C1=CC(=C(C=C1)C#N)F 4'-(aminomethyl)-3-fluoro-[1,1'-biphenyl]-4-carbonitrile